C[N+](C)(C)C(C(=O)[O-])CC trimethylammoniobutyrate